4-[[2-[5-(3-chlorophenyl)-6-(4-chlorophenyl)-1-[1-(isopropylsulfonylmethyl)-2-methyl-propyl]-3-methyl-2-oxo-3-piperidyl]acetyl]amino]benzoic acid ClC=1C=C(C=CC1)C1CC(C(N(C1C1=CC=C(C=C1)Cl)C(C(C)C)CS(=O)(=O)C(C)C)=O)(C)CC(=O)NC1=CC=C(C(=O)O)C=C1